tert-Butyl 6-(((6-((3,4-dihydroisoquinolin-2(1H)-yl)-methyl)-4-oxo-4H-pyran-3-yl)oxy)-methyl)-2-azaspiro[3.3]-heptane-2-carboxylate C1N(CCC2=CC=CC=C12)CC1=CC(C(=CO1)OCC1CC2(CN(C2)C(=O)OC(C)(C)C)C1)=O